S1C=NC2=C1C=C(C=C2)NC2=NC=NC1=CC(=CC(=C21)O[C@@H]2CN(CC[C@H]2O)C)C=2C=NN(C2)C (3R,4R)-3-((4-(benzo[d]thiazol-6-ylamino)-7-(1-methyl-1H-pyrazol-4-yl)quinazolin-5-yl)oxy)-1-methylpiperidin-4-ol